BrC[C@H](CNC(OC(C)(C)C)=O)O[Si](C)(C)C(C)(C)C tert-butyl (S)-(3-bromo-2-((tert-butyldimethylsilyl)oxy)propyl)carbamate